NCCC[Si](C)(C)OCCCCCCCCCCCC 3-aminopropyl-(dodecyloxydimethylsilane)